ethylether acrylate C(C=C)(=O)O.C(C)OCC